COC(C(=O)C1=CC=CC=C1)(O)OC dimethoxy-α-hydroxyacetophenone